FC1(CCN(CC1)C1=CC=CC(=N1)C=1N=NN(C1)C=1C(=CC(=NC1)NS(=O)(=O)C)N1CCC2(CC2)CC1)F N-(5-(4-(6-(4,4-difluoropiperidin-1-yl)pyridin-2-yl)-1H-1,2,3-triazol-1-yl)-4-(6-azaspiro[2.5]octan-6-yl)pyridin-2-yl)methanesulfonamide